Dimethyl-bis(2-propenyl)ammonium chloride [Cl-].C[N+](CC=C)(CC=C)C